C(C)(C)N1C(C2=CC(=CC=C2CC1)C1=CC(=C(C=C1)O[C@@H]1[C@@H](O)[C@@H](O)[C@H](O)[C@H](O1)CO)C)=O 2-isopropyl-3,4-Dihydro-7-[4'-(α-D-mannopyranosyloxy)-3'-methylphenyl]-1(2H)-isoquinolinone